O1CCC(CC1)C#CC=1N=CC(=NC1)OC1=C(N=NN1)C(=O)O 5-((5-((tetrahydro-2H-pyran-4-yl)ethynyl)pyrazin-2-yl)oxy)-1H-1,2,3-triazole-4-carboxylic acid